NC1=CC(N(C2=CC(=CC=C12)OC(F)F)C1=CC=C(C=C1)[C@@H](C)O)=O 4-amino-7-(difluoromethoxy)-1-(4-(1-(R)-hydroxyethyl)phenyl)-2-oxo-1,2-dihydroquinoline